2-[1-[[3-(2-Methoxyethoxy)phenyl]methyl]pyrazol-4-yl]-5-propyl-3H-imidazo[2,1-b]purin-4-on COCCOC=1C=C(C=CC1)CN1N=CC(=C1)C1=NC=2N3C(N(C(C2N1)=O)CCC)=NC=C3